5-ethyl-2-methoxy-benzenesulfonyl chloride C(C)C=1C=CC(=C(C1)S(=O)(=O)Cl)OC